BrC1=CC=C(C=C1)CC(=O)OC methyl (4-bromophenyl)acetate